2-(4,5-dichloro-6-oxopyridazin-1(6H)-yl)-N-(3-(N,N-dimethylsulfamoyl)-4-(2-methoxyethyl)phenyl)acetamide ClC=1C=NN(C(C1Cl)=O)CC(=O)NC1=CC(=C(C=C1)CCOC)S(N(C)C)(=O)=O